C1=CC=C(C=C1)CC#N The molecule is a nitrile that is acetonitrile where one of the methyl hydrogens is substituted by a phenyl group. It has a role as a pheromone and an animal metabolite. It is a nitrile and a member of benzenes. It derives from an acetonitrile.